FC(C)(F)C1=NC(=CC(=N1)NC1=CC(=NC=C1C1=NN(C=N1)C)NC(C)=O)C N-(4-((2-(1,1-difluoroethyl)-6-methylpyrimidin-4-yl)amino)-5-(1-methyl-1H-1,2,4-triazol-3-yl)pyridin-2-yl)acetamide